phosphiNate [PH2]([O-])=O